(S)-3-[2-[3-(8-Aminopyrido[3,4-d]pyrimidin-2-yl)phenyl]ethynyl]-3-hydroxy-1-(2,2,2-trifluoroethyl)pyrrolidin-2-one NC1=NC=CC2=C1N=C(N=C2)C=2C=C(C=CC2)C#C[C@@]2(C(N(CC2)CC(F)(F)F)=O)O